C(CCCCCCCCCCCCC)(=O)OC[C@H](COP(=O)(O)OCC(COC(CCN(C)C(=O)OC(C)(C)C)=O)OC(CCN(C)C(=O)OC(C)(C)C)=O)OC(CCCCCCCCCCCCC)=O (2R)-3-(((2,3-bis((3-((tert-butoxycarbonyl)-(methyl)amino)propanoyl)oxy)propoxy)(hydroxy)phosphoryl)oxy)propane-1,2-diyl ditetradecanoate